(1-(2-methylbenzyl)piperidin-4-yl)ethylamine CC1=C(CN2CCC(CC2)CCN)C=CC=C1